ClC=1C=C(C=CC1OC(F)(F)F)S(=O)(=O)NC(CN(C)C)C1=CC=C(C=C1)Cl 3-chloro-N-(1-(4-chlorophenyl)-2-(dimethylamino)ethyl)-4-(trifluoromethoxy)benzenesulfonamide